3-aminobutyl-(dipropoxymethoxysilane) NC(CC[SiH2]OC(OCCC)OCCC)C